(S)-4-(6-(((4-cyano-2-fluorobenzyl)oxy)pyridin-2-yl)-3-methylpiperazin-1-yl)ethyl-1-(((S)-oxetan-2-yl)methyl)-1H-benzo[d]imidazol-6-carboxylic acid C(#N)C1=CC(=C(COC=2C(=NC=CC2)C2CN[C@H](CN2CCC2=CC(=CC=3N(C=NC32)C[C@H]3OCC3)C(=O)O)C)C=C1)F